tert-butyl (3S)-3-[[(2S)-2-[[1-(benzyloxycarbonylamino)cyclopentanecarbonyl]-methyl-amino]2-cyclopentyl-acetyl]-methyl-amino]-4-(dimethylamino)-4-oxo-butanoate C(C1=CC=CC=C1)OC(=O)NC1(CCCC1)C(=O)N([C@H](C(=O)N([C@@H](CC(=O)OC(C)(C)C)C(=O)N(C)C)C)C1CCCC1)C